BrC1=C(C=NN(C1=O)C)N[C@@H]1C[C@@H](CN(C1)C)C1=CC=C(C(=O)N2CC3(C2)CN(C3)CC3=C2C(N(C(C2=CC=C3)=O)C3C(NC(CC3)=O)=O)=O)C=C1 4-[[2-[4-[(3R,5R)-5-[(5-bromo-1-methyl-6-oxo-pyridazin-4-yl)amino]-1-methyl-3-piperidyl]benzoyl]-2,6-diazaspiro[3.3]heptan-6-yl]methyl]-2-(2,6-dioxo-3-piperidyl)isoindoline-1,3-dione